COCCOCC(C)OC(C)OC(COCCOC)C acetaldehyde bis[2-(2-methoxyethoxy)-1-methylethyl] acetal